l-glutamic acid-benzyl ester C(C1=CC=CC=C1)OC([C@@H](N)CCC(=O)O)=O